1-[3'-(4-[1,1'-biphenyl]-4-yl-6-phenyl-1,3,5-triazin-2-yl)[1,1'-biphenyl]-3-yl]-4-phenylnaphtho[1,2,3,4-def]carbazole C1(=CC=C(C=C1)C1=NC(=NC(=N1)C1=CC=CC=C1)C=1C=C(C=CC1)C1=CC(=CC=C1)C1=CC=C2N(C=3C=CC=C4C3C2=C1C1=CC=CC=C14)C1=CC=CC=C1)C1=CC=CC=C1